5-[4-amino-5-(trifluoromethyl)pyrrolo[2,1-f][1,2,4]triazin-7-yl]-N-[(3R,4S)-1-[1-(2,3-difluoropyridin-4-yl)ethyl]-4-fluoropyrrolidin-3-yl]-2-methoxypyridine-3-carboxamide NC1=NC=NN2C1=C(C=C2C=2C=C(C(=NC2)OC)C(=O)N[C@@H]2CN(C[C@@H]2F)C(C)C2=C(C(=NC=C2)F)F)C(F)(F)F